4-((4-Acetylphenoxy)methyl)benzoic acid methyl ester COC(C1=CC=C(C=C1)COC1=CC=C(C=C1)C(C)=O)=O